2-[1-[6-Methyl-2-(2-methyl-1-oxo-isoindolin-5-yl)-4-oxo-chromen-8-yl]ethylamino]benzoic acid CC=1C=C2C(C=C(OC2=C(C1)C(C)NC1=C(C(=O)O)C=CC=C1)C=1C=C2CN(C(C2=CC1)=O)C)=O